FC([C@H](CCS(=O)(=O)C)C=1C=CC(=NC1)N1N=CC(=C1)C1=C2C(=NC=C1)NC=N2)(F)F 7-(1-(5-((R)-1,1,1-trifluoro-4-(methylsulfonyl)butan-2-yl)pyridin-2-yl)-1H-pyrazol-4-yl)-3H-imidazo[4,5-b]pyridine